[O-]C(=O)CCCCCCCCC.[K+] Kalium caprat